N-((3R,4S)-7-fluoro-3-((R)-2-methylmorpholino)chroman-4-yl)-2-(trifluoromethyl)-1H-indol-4-amine FC1=CC=C2[C@@H]([C@H](COC2=C1)N1C[C@H](OCC1)C)NC=1C=2C=C(NC2C=CC1)C(F)(F)F